N-(4-(N-acetylsulfamoyl)phenyl)-3-amino-6-(1H-indazol-6-yl)pyrazine-2-carboxamide C(C)(=O)NS(=O)(=O)C1=CC=C(C=C1)NC(=O)C1=NC(=CN=C1N)C1=CC=C2C=NNC2=C1